ClC1=CC=C(S1)CNC1=CC(=NN1C(C(C)(C)C)=O)C1CN(C1)C(=O)N1CCOCC1 1-(5-{[(5-Chlorothiophen-2-yl)methyl]amino}-3-[1-(morpholin-4-carbonyl)azetidin-3-yl]-1H-pyrazol-1-yl)-2,2-dimethylpropan-1-on